2-amino-N-(3-fluoro-4-(piperidin-1-yl)phenyl)-5-methyl-oxazole-4-carboxamide NC=1OC(=C(N1)C(=O)NC1=CC(=C(C=C1)N1CCCCC1)F)C